(2S)-p-Tolyl 2-(((4-formyl-5-hydroxy-6-methylpyridin-3-yl)methoxy)(phenoxy)phosphorylamino)propanoate C(=O)C1=C(C=NC(=C1O)C)COC1=C(OP(=O)=N[C@H](C(=O)OC2=CC=C(C=C2)C)C)C=CC=C1